BrC1=CC=C(\C=C\2/OC3=C(C2=O)C(=CC=C3C3CCN(CC3)C)OCC)C=C1 (Z)-2-(4-bromobenzylidene)-4-ethoxy-7-(1-methylpiperidin-4-yl)benzofuran-3(2H)-one